OC1=C(C=C(C=N1)B(O)O)C(F)(F)F (6-hydroxy-5-(trifluoromethyl)pyridin-3-yl)boronic acid